C(OCCS)COCCS ethylenedioxydiethanethiol